ClC1=CC=C(C=2OCCN(C21)C(=O)OC(C)(C)C)S(N[C@@H]([C@H](C)C2=C(C(=CC=C2Cl)F)C)C=2OC(NN2)=O)(=O)=O tert-butyl 5-chloro-8-(N-((1S,2R)-2-(3-chloro-6-fluoro-2-tolyl)-1-(5-oxo-4,5-dihydro-1,3,4-oxadiazol-2-yl) propyl) sulfamoyl)-2H-benzo[b][1,4]oxazine-4(3H)-carboxylate